1-(5-(trifluoromethyl)pyridin-2-yl)ethan-1-ol FC(C=1C=CC(=NC1)C(C)O)(F)F